(4-methylphenyl)-3-(1-methyl-1H-pyrazol-4-yl)pyrazin-2-amine CC1=CC=C(C=C1)C=1N=C(C(=NC1)N)C=1C=NN(C1)C